(5-((3-carbamoyl-6-chloro-5-ethylpyrazin-2-yl)amino)-2-fluorophenylethyl)carbamic acid tert-butyl ester C(C)(C)(C)OC(NCCC1=C(C=CC(=C1)NC1=NC(=C(N=C1C(N)=O)CC)Cl)F)=O